4-((5-fluoro-2-((4-phenoxyphenyl)amino)pyrimidin-4-yl)amino)-N-hydroxybenzoamide FC=1C(=NC(=NC1)NC1=CC=C(C=C1)OC1=CC=CC=C1)NC1=CC=C(C(=O)NO)C=C1